C(CCC)C1C(=O)OCCCCCCCCCC1 butyl-laurolactone